N-(2-(7-fluoro-5-methoxy-1H-indol-3-yl)ethyl)-N,2-dimethylpropan-1-amine FC=1C=C(C=C2C(=CNC12)CCN(CC(C)C)C)OC